N=1NN=C(C1)CN(C(=O)NC1=CC(=C(C=C1)F)Cl)C(C)C1=CNC(C2=CC=CC=C12)=O 1-((2H-1,2,3-triazol-4-yl)methyl)-3-(3-chloro-4-fluorophenyl)-1-(1-(1-oxo-1,2-dihydroisoquinolin-4-yl)ethyl)urea